2-(5-{[(tert-butyldimethylsilyl)oxy]methyl}pyridin-3-yl)propan-2-ol [Si](C)(C)(C(C)(C)C)OCC=1C=C(C=NC1)C(C)(C)O